NC=1C=C2CCN(CC2=CC1C(=C)C)C(C(F)(F)F)=O 1-(6-amino-7-isopropenyl-3,4-dihydro-1H-isoquinolin-2-yl)-2,2,2-trifluoro-ethanone